CNC(=C1C(NC2=CC=C(C=C12)N)=O)C1=CC=CC=C1 3-(methylamino-phenyl-methylene)-5-amino-1,3-dihydro-indol-2-one